C(#N)CN(C(OC(C)(C)C)=O)C=1C=2C(=C3N(C2C(=C(C1)Cl)Cl)CCN(C3=O)C)C=3C=NN(C3)C3OCCCC3 tert-butyl N-(cyanomethyl)-N-[6,7-dichloro-2-methyl-1-oxo-10-(1-tetrahydropyran-2-ylpyrazol-4-yl)-3,4-dihydropyrazino[1,2-a]indol-9-yl]carbamate